CC1=CC=C(C=C1)S(=O)(=O)O.N1(CCNCC1)C1=CC2=C(C(=NO2)N2C(NC(CC2)=O)=O)C=C1 1-(6-(piperazin-1-yl)benzo[d]isoxazol-3-yl)dihydropyrimidine-2,4(1H,3H)-dione 4-methylbenzenesulfonate